FC=1C(=C(C=CC1C1(C2=CC=CC=C2C=2C=CC=CC12)C1=CC=C(C=C1)O)O)F difluoro-4,4'-(9H-fluoren-9-ylidene)bisphenol